CN(C(CCCCCC)CCCCCCC\C=C/C\C=C/CCCCC)C (15z,18z)-N,N-dimethyltetracosan-15,18-dien-7-amine